(S)-2-amino-4-((1-hydroxyhexan-3-yl)amino)-6-(4-(pyrrolidin-1-ylmethyl)benzyl)pyridine NC1=NC(=CC(=C1)N[C@H](CCO)CCC)CC1=CC=C(C=C1)CN1CCCC1